2-methacryloxy-n-pentylthio-5-methylthio-1,3,4-thiadiazole C(C(=C)C)(=O)OC(CSC=1SC(=NN1)SC)CCC